OCC(C(CC1C(NCC1)=O)NC(=O)C1N(C[C@H]2[C@@H]1CCC2)C(=O)C=2NC1=CC=CC(=C1C2)OC)=O (3aR,6aS)-N-(4-hydroxy-3-oxo-1-(2-oxopyrrolidin-3-yl)butan-2-yl)-2-(4-methoxy-1H-indole-2-carbonyl)octahydrocyclopenta[c]pyrrole-1-carboxamide